FC(C(=O)O)(F)F.N1CCC(CC1)C1CCNC=2N1N=C(C2C(=O)N)C2=CC=C(C=C2)OC2=CC=CC=C2 7-(Piperidin-4-yl)-2-(4-phenoxyphenyl)-4,5,6,7-tetrahydropyrazolo[1,5-a]pyrimidine-3-carboxamide trifluoroacetate